C(C)(C)(C)C=1C(=C(C=CC1)C=1NC=CN1)O 2-(3-tert-butyl-2-hydroxyphenyl)imidazole